tert-butyl (R)-2-isopropyl-4,6-dioxopiperidine-1-carboxylate C(C)(C)[C@@H]1N(C(CC(C1)=O)=O)C(=O)OC(C)(C)C